S(=O)(=O)(C1=CC=C(C)C=C1)Br tosyl bromide